ClC1=CC=C(C=C1)C=1C(C(OC=2C1N=C1C=CC=C(C12)C)=O)C(F)(F)F 4-(4-chlorophenyl)-9-methyl-3-trifluoromethylindolopyranone